C12CN(CC(CC1)N2)C(=O)OC(C)(C)C tert-Butyl 3,8-diazabicyclo[3.2.1]octane-3-carboxylate